(1S)-1-[[3-(2-methyl-4-pyridyl)-1H-indazol-5-yl]amino]tetralin-6-carbonitrile CC1=NC=CC(=C1)C1=NNC2=CC=C(C=C12)N[C@H]1CCCC2=CC(=CC=C12)C#N